tert-butyl (1-(3-formylphenyl)piperidin-4-yl)(2-(4-isopropylpiperazin-1-yl)ethyl)carbamate C(=O)C=1C=C(C=CC1)N1CCC(CC1)N(C(OC(C)(C)C)=O)CCN1CCN(CC1)C(C)C